C(C)(C)C1=C(NC2=CC=C(C=C12)C1CNCCC1)C=1C=CC=2N(C1C)N=CN2 6-(3-Isopropyl-5-(piperidin-3-yl)-1H-indol-2-yl)-5-methyl-[1,2,4]triazolo[1,5-a]pyridin